P(OC1=C(C=C(C(=C1)C)SC1=CC(=C(C(=C1)C)O)C(C)(C)C)C(C)(C)C)(OC1=C(C=C(C(=C1)C)SC1=CC(=C(C(=C1)C)O)C(C)(C)C)C(C)(C)C)OC1=C(C=C(C(=C1)C)SC1=CC(=C(C(=C1)C)O)C(C)(C)C)C(C)(C)C tris[2-t-butyl-4-(3-t-butyl-4-hydroxy-5-methylphenylsulfanyl)-5-methylphenyl] phosphite